ClC1=NN2C(N=CC3=C2[C@@](C[C@@H]3C(=O)NC3=CC(=NC=C3)C(F)(F)F)(C=3C=NN(C3)C)C)=C1 (6S,8S)-2-chloro-8-methyl-8-(1-methyl-1H-pyrazol-4-yl)-N-(2-(trifluoromethyl)pyridin-4-yl)-7,8-dihydro-6H-cyclopenta[e]pyrazolo[1,5-a]pyrimidine-6-carboxamide